1-(cyclopent-2,4-dien-1-yl)-1,1,2,2-tetramethyl-2-(2-methyl-4-phenyl-1,5,6,7-tetrahydro-s-indacen-1-yl)disilane C1(C=CC=C1)[Si]([Si](C1C(=CC2=C(C=3CCCC3C=C12)C1=CC=CC=C1)C)(C)C)(C)C